C(CCC)C1=NC2(C(N1CC1=CC=C(C(=N1)COCC)C1=C(C=CC=C1)S(=O)(=O)NC1=NOC(=C1C)C)=O)CCCC2 2-(6-((2-butyl-4-oxo-1,3-diazaspiro[4.4]non-1-en-3-yl)methyl)-2-(ethoxymethyl)pyridin-3-yl)-N-(4,5-dimethylisoxazol-3-yl)benzenesulfonamide